N=1C(CC=C2C=C3C(=CC12)CC1=CC=CC=C13)=O 10H-indeno[3,2-g]quinolin-2(3H)-one